NC=1C=C(C#N)C=CC1N1CCC(CC1)C(C1=CC=CC=C1)=O 3-amino-4-(4-benzoylpiperidin-1-yl)benzonitrile